(S)-cyclopropyl(methyl)((2-(2-methyl-1H-benzo[d]imidazol-1-yl)-6-((R)-3-methylmorpholino)pyrimidin-4-yl)imino)-λ6-sulfanone C1(CC1)[S@](=O)(=NC1=NC(=NC(=C1)N1[C@@H](COCC1)C)N1C(=NC2=C1C=CC=C2)C)C